C1N(CCC2=CC=CC=C12)C[C@H](CN1C(C2=CC=CC=C2CC1)=O)O 2-[(2R)-3-(3,4-dihydro-1H-isoquinolin-2-yl)-2-hydroxypropyl]-3,4-dihydroisoquinolin-1-one